C1=CC=CC=2C3=CC=CC=C3C(C12)COC(NCC(NCOCCC(=O)OCC1=CC=CC=C1)=O)=O benzyl 1-(9H-fluoren-9-yl)-3,6-dioxo-2,9-dioxa-4,7-diazadodecan-12-oate